3-(9-((4-(aminomethyl)-2-(2-ethylbutoxy)phenyl)carbamoyl)-4,5-dihydrobenzo[b]thieno[2,3-d]oxepin-8-yl)-6-(propylcarbamoyl)picolinic acid NCC1=CC(=C(C=C1)NC(=O)C1=CC2=C(OCCC3=C2SC=C3)C=C1C=1C(=NC(=CC1)C(NCCC)=O)C(=O)O)OCC(CC)CC